C(C)(C)(C)OC(=O)N1[C@H]([C@@H](C[C@H]1CC#N)O)C (2S,3r,5r)-5-(cyanomethyl)-3-hydroxy-2-methylpyrrolidine-1-carboxylic acid tert-butyl ester